FC(CN1N=CC=2C1=NC(=CN2)NC2CCC1(CN(C1)C=1C=NC=C(C1)C(F)(F)F)CC2)F N-[1-(2,2-difluoroethyl)-1H-pyrazolo[3,4-b]pyrazin-6-yl]-2-[5-(trifluoromethyl)pyridin-3-yl]-2-azaspiro[3.5]nonan-7-amine